O1NC=CC=C1 azapyran